C(#N)C1=C(SC2=C1C(=NC=C2F)C=2C1=C(C=3C=NC(=NC3C2F)N2C[C@@H](CC2)N2CC3(CN(C3)C)CC2)COC1)NC(OC(C)(C)C)=O tert-Butyl (3-cyano-7-fluoro-4-(5-fluoro-3-((R)-3-(2-methyl-2,6-diazaspiro[3.4]octan-6-yl)pyrrolidin-1-yl)-7,9-dihydrofuro[3,4-f]quinazolin-6-yl)thieno[3,2-c]pyridin-2-yl)carbamate